ClC1=C(C(=CC=C1)Cl)N1N=C(C(=N1)C(=O)N)NC1=CC=C(C=C1)C(=O)N1C[C@H](CC1)N(C)C 2-(2,6-Dichloro-phenyl)-5-[4-((S)-3-dimethylamino-pyrrolidine-1-carbonyl)-phenylamino]-2H-[1,2,3]triazole-4-carboxylic acid amide